The molecule is a hydrate that is the monohydrate form of anhydrous tenovir. It has a role as an antiviral drug and a HIV-1 reverse transcriptase inhibitor. It contains a tenofovir (anhydrous). C[C@H](CN1C=NC2=C(N=CN=C21)N)OCP(=O)(O)O.O